BrC1=C(C(=C(OCCOC2=C(C(=C(C=C2)Br)Br)Br)C=C1)Br)Br 1,2-di(tribromophenoxy)ethane